C1(CC1)C1C=2C=CC=NC2CCN1 5-cyclopropyl-5,6,7,8-tetrahydro-1,6-naphthyridine